C(=O)(O)C=1C=C(C=CC1C(=O)O)SC1=CC(=C(C=C1)C(=O)O)C(=O)O 3,4-dicarboxyphenyl sulfide